2-(((Tetrahydro-2H-pyran-4-yl)thio)methyl)-7-(thiazol-2-ylamino)quinazolin-4(3H)-one O1CCC(CC1)SCC1=NC2=CC(=CC=C2C(N1)=O)NC=1SC=CN1